1-Butyl-3-methylimidazolium methylsulfat COS(=O)(=O)[O-].C(CCC)N1C=[N+](C=C1)C